C(=O)OCCCCCCCCCCCCCCCCCCCCCC n-docosyl methanoate